N[C@H](C(=O)NCCCNC(C1=C(C=C(C=C1)NC=1C=2N(C=CN1)C(=CN2)C=2C(=NNC2)C(F)(F)F)CC)=O)CCCCN N-[3-[[(2S)-2,6-diaminohexanoyl]amino]propyl]-2-ethyl-4-[[3-[3-(trifluoromethyl)-1H-pyrazol-4-yl]imidazo[1,2-a]pyrazin-8-yl]amino]benzamide